CC1=NN=C(O1)CN1C(=CC2=CC=CC=C12)C(=O)O 1-[(5-methyl-1,3,4-oxadiazol-2-yl)methyl]indole-2-carboxylic acid